CC1(C(N(C2=CC=CC(=C12)C=1C(=C(C(=O)NC2=CC=C(C=C2)F)C(=CC1)C)F)C1=NC=CC=N1)=O)C 3-(3,3-Dimethyl-2-oxo-1-(pyrimidin-2-yl)indolin-4-yl)-2-fluoro-N-(4-fluorophenyl)-6-methylbenzamide